N-(bis(2-(trifluoromethoxy)phenyl)phosphaneyl)-N-butyl-1,1-bis(3-(tributylsilyl)phenyl)phosphanamine FC(OC1=C(C=CC=C1)P(N(P(C1=CC(=CC=C1)[Si](CCCC)(CCCC)CCCC)C1=CC(=CC=C1)[Si](CCCC)(CCCC)CCCC)CCCC)C1=C(C=CC=C1)OC(F)(F)F)(F)F